isoquinolin-4-yl(phenyl)methanone C1=NC=C(C2=CC=CC=C12)C(=O)C1=CC=CC=C1